sec-pentyl bromide C(C)(CCC)Br